ClC=1C=C2C(=CC(=NC2=CC1)C(F)(F)F)NC1CCC(CC1)NC([C@H](CC1=CC=CC=C1)NC(=O)C1=NC=CN=C1)=O (2S)-N-(4-{[6-chloro-2-(trifluoromethyl)quinolin-4-yl]amino}cyclohexyl)-3-phenyl-2-[(pyrazin-2-yl)formamido]propanamide